C(#N)CCN1C(=NC=C1)CCCCCCCCCCC 1-(2-cyanoethyl)-2-undecylimidazole